O=S1(CCC(CC1)OC=1C=C(C(=O)N[C@H](C)C=2C=NC(=CC2)C(F)(F)F)C=C(C1)C=1SC(=CN1)C)=O 3-[(1,1-dioxidotetrahydro-2H-thiopyran-4-yl)oxy]-5-(5-methyl-1,3-thiazol-2-yl)-N-{(1R)-1-[6-(trifluoromethyl)pyridin-3-yl]ethyl}benzamide